COC(C1=CN=C(C(=C1Cl)C1=CC=C(C=C1)F)CO)=O 4-chloro-5-(4-fluorophenyl)-6-(hydroxymethyl)nicotinic acid methyl ester